CC1=CC=C(C=C1)S(=O)(=O)OC(C(=O)NC=1N=C(N(C1)CC1=CC(=CC(=C1)F)F)CF)C 1-((1-(3,5-difluorobenzyl)-2-(fluoromethyl)-1H-imidazol-4-yl)amino)-1-oxopropan-2-yl 4-methylbenzenesulfonate